C(C)OC(CC)C(C#N)C#N 2-(1-ethoxypropyl)malononitrile